C(C1=CC=CC=C1)OC1CCC(CC1)C1=C(NC=2N=CC=3C=CC(=CC3C21)C=2C=NN(C2)C)[Si](C)(C)C 1-(4-(benzyloxy)cyclohexyl)-8-(1-methyl-1H-pyrazol-4-yl)-2-(trimethylsilyl)-3H-pyrrolo[2,3-c]isoquinoline